NC=1C=C(OCCCCCCN2C3=NC(=NC=C3N(C2=O)C)Cl)C=CC1C 9-(6-(3-amino-4-methylphenoxy)hexyl)-2-chloro-7-methyl-7,9-dihydro-8H-purin-8-one